2-((4-(2,3-dichlorophenyl)piperazin-1-yl)(o-tolyl)methyl)phenol ClC1=C(C=CC=C1Cl)N1CCN(CC1)C(C1=C(C=CC=C1)O)C1=C(C=CC=C1)C